Cl.FC=1C=C(C=CC1)[C@H](O)C12CCC(CC1)(N2)COC (S)-(3-Fluorophenyl)(4-(methoxymethyl)-7-azabicyclo[2.2.1]heptan-1-yl)-methanol hydrochloride